tetrahydro-1H-pyrrolo[1,2-a]pyrrol C1C=2N(CC1)CCC2